C1NCC2=CC(=CC=C12)C1=CC=C(CC2=CC=C(C=C2)N2N=C(C=C2C)C(=O)N)C=C1 1-(4-(4-(isoindolin-5-yl)benzyl)phenyl)-5-methyl-1H-pyrazole-3-carboxamide